tert-butyl N-[(1R)-1-(methylcarbamoyl)ethyl]carbamate CNC(=O)[C@@H](C)NC(OC(C)(C)C)=O